6-amino-2-(3,5-dichloro-4-((2-(2-isopropylphenyl)-4-methylquinolin-6-yl)oxy)phenyl)-1,2,4-triazine-3,5(2h,4h)-dione NC=1C(NC(N(N1)C1=CC(=C(C(=C1)Cl)OC=1C=C2C(=CC(=NC2=CC1)C1=C(C=CC=C1)C(C)C)C)Cl)=O)=O